N-(5-((2-(3,3-dimethylazetidin-1-yl)ethyl)carbamoyl)-2-methylpyridin-3-yl)-2-(1-(2-methoxyethyl)-1H-pyrazol-4-yl)pyrazolo[5,1-b]thiazole-7-carboxamide CC1(CN(C1)CCNC(=O)C=1C=C(C(=NC1)C)NC(=O)C=1C=NN2C1SC(=C2)C=2C=NN(C2)CCOC)C